C(C)(C)(C)OC(=O)N1CCC(CC1)C1=NC(=C(C=C1)F)OCC1=C(C=C(C=C1)C#N)F tert-butyl-4-(6-((4-cyano-2-fluorobenzyl)oxy)-5-fluoropyridin-2-yl)piperidine-1-carboxylate